ClC=1C=CC(=C(C1)NCC1=CC=CC=C1)O N-(5-chloro-2-hydroxyphenyl)phenylmethyl-amine